ClC1=C(C=C(C=C1)S(=O)(=O)NC=1C(=NC=C(C1)C)OC1=CC=C(C=C1)[C@H](C)NC(C=C)=O)C(F)(F)F (S)-N-(1-(4-((3-((4-chloro-3-(trifluoromethyl)phenyl)sulfonamido)-5-methylpyridin-2-yl)oxy)phenyl)ethyl)acrylamide